NC1=NC=NC(=N1)Cl 4-amino-6-chloro-1,3,5-triazin